O[C@H](C)C=1C(=NC(=CC1)N1C=NC2=C1C=C(C=C2)NC=2N=NC(=CC2)C)N2N=C(C=C2C)C#N 1-[3-[(1R)-1-hydroxyethyl]-6-[6-[(6-methylpyridazin-3-yl)amino]benzimidazol-1-yl]-2-pyridyl]-5-methyl-pyrazole-3-carbonitrile